1-(4-(4-amino-7-methyl-5-(4-(4-methylpyrimidin-2-yloxy)phenyl)-7H-pyrrolo[2,3-d]pyrimidin-6-yl)phenyl)-3-methylene-piperidin-2-one NC=1C2=C(N=CN1)N(C(=C2C2=CC=C(C=C2)OC2=NC=CC(=N2)C)C2=CC=C(C=C2)N2C(C(CCC2)=C)=O)C